BrC1=C(OC2=C(C=CC=C2)C2=CC(=CC=C2)C2=CC=CC=C2)C(=CC=C1)Cl (2-bromo-6-chlorophenoxy)-1,1':3',1''-terphenyl